NC1=NC=CC=C1C1=NC=2C(=NC=CC2)N1C1=CC=C(CN2CCN(CC2)C(=O)C2=NC(=NC=C2)C#N)C=C1 4-(4-(4-(2-(2-aminopyridin-3-yl)-3H-imidazo[4,5-b]pyridin-3-yl)benzyl)piperazine-1-carbonyl)pyrimidine-2-carbonitrile